ClC1=C(C=C(C=C1)C1=NC=C(C(=N1)N1CC(CC1)CNC(OC(C)(C)C)=O)CNS(=O)(=O)C)C(F)(F)F tert-butyl ((1-(2-(4-chloro-3-(trifluoromethyl)phenyl)-5-(methylsulfonamido methyl)pyrimidin-4-yl)pyrrolidin-3-yl)methyl)carbamate